methyl 6-(1-aminocyclopropyl)pyridine-3-carboxylate dihydrochloride Cl.Cl.NC1(CC1)C1=CC=C(C=N1)C(=O)OC